CC(C(=O)O)CNC(=O)C1=C(C2=C(S1)C=C(C(=C2)OCC2=CC=CC=C2)OC)C.OC2=C1C(C(=COC1=CC(=C2CCC(=C)C)O)C2=CC=C(C=C2)O)=O 5,7,4'-trihydroxy-6-isopentenyl-isoflavone Methyl-3-(5-(benzyloxy)-6-methoxy-3-methylbenzo[b]thiophene-2-carboxamido)propanoate